1-[[2-(difluoromethoxy)pyridin-4-yl]methyl]-3-[(1-fluorocyclobutyl)methyl]urea FC(OC1=NC=CC(=C1)CNC(=O)NCC1(CCC1)F)F